C(C)(C)(C)OC(N(CCC)C1=CC(=C(C=C1)C(C)C)N)=O (3-amino-4-isopropylphenyl)(propyl)carbamic acid tert-butyl ester